(S)-7-(4-(5-methyl-1,3,4-oxadiazol-2-yl)phenyl)-2-(1,1,1-trifluoro-3-hydroxy-3-methylbutan-2-yl)isoindolin-1-one CC1=NN=C(O1)C1=CC=C(C=C1)C=1C=CC=C2CN(C(C12)=O)[C@H](C(F)(F)F)C(C)(C)O